Phenyl (E)-2-(5-hydroxypent-2-en-1-yl)-1,8-naphthyridine-1(2H)-carboxylate OCC/C=C/CC1N(C2=NC=CC=C2C=C1)C(=O)OC1=CC=CC=C1